CCCCC/C=C\\C/C=C\\CCCCCCCCCC(=O)SCCNC(=O)CCNC(=O)[C@@H](C(C)(C)COP(=O)(O)OP(=O)(O)OC[C@@H]1[C@H]([C@H]([C@@H](O1)N2C=NC3=C(N=CN=C32)N)O)OP(=O)(O)O)O The molecule is an unsaturated fatty acyl-CoA that results from the formal condensation of the thiol group of coenzyme A with the carboxy group of (11Z,14Z)-icosadienoic acid. It is a long-chain fatty acyl-CoA and an unsaturated fatty acyl-CoA. It derives from an (11Z,14Z)-icosadienoic acid. It is a conjugate acid of an (11Z,14Z)-icosadienoyl-CoA(4-).